ClC1=CC(=C(C=C1)NC1=CC(=NC=C1C(=O)NOC)NC1=NC=C(C=C1)F)N(S(=O)(=O)C)C 4-((4-chloro-2-(N-methylmethanesulfonamido)phenyl)amino)-6-((5-fluoropyridin-2-yl)amino)-N-methoxynicotinamide